N-((5-(tert-butyl)-2-methoxyphenyl)sulfonyl)-1-methyl-3-(2-oxo-oxazolidin-3-yl)-1H-indole-6-carboxamide C(C)(C)(C)C=1C=CC(=C(C1)S(=O)(=O)NC(=O)C1=CC=C2C(=CN(C2=C1)C)N1C(OCC1)=O)OC